4-[5-[3-(3-chlorophenyl)pyrazol-1-yl]-2-(3-pyridyl)pyrazolo[1,5-a]pyrimidin-7-yl]morpholine ClC=1C=C(C=CC1)C1=NN(C=C1)C1=NC=2N(C(=C1)N1CCOCC1)N=C(C2)C=2C=NC=CC2